4-([1,1'-biphenyl]-2-oxy)butyric acid C=1(C(=CC=CC1)OCCCC(=O)O)C1=CC=CC=C1